4-(4-((1R,5S)-3,8-diazabicyclo[3.2.1]octan-3-yl)-2-(((2R,7aS)-2-fluorotetrahydro-1H-pyrrolizin-7a(5H)-yl)methoxy)-3-(trifluoromethyl)quinolin-7-yl)-5-ethynylnaphthalen-2-ol [C@H]12CN(C[C@H](CC1)N2)C2=C(C(=NC1=CC(=CC=C21)C2=CC(=CC1=CC=CC(=C21)C#C)O)OC[C@]21CCCN1C[C@@H](C2)F)C(F)(F)F